C(C1=CC=CC=C1)[N+](C)(C)C.FC(CO)(S(=O)(=O)[O-])F 1,1-difluoro-2-hydroxyethane-1-sulfonic acid benzyltrimethylammonium salt